C(C)(C)(C)OC(CCC(N1CCCCC1)=O)=O 4-oxo-4-(piperidin-1-yl)butanoic acid tert-butyl ester